Benzyl-2-chloro-4-trifluoromethyl-1,3-thiazol-5-carboxylat C(C1=CC=CC=C1)OC(=O)C1=C(N=C(S1)Cl)C(F)(F)F